ClC1=CC=C(C=C1)C(N1CCN(CC1)C(C1=C(C=CC=C1)O)C1=CC=C(C=C1)CC)C1=CC=CC=C1 2-((4-((4-chlorophenyl)(phenyl)methyl)piperazin-1-yl)(4-ethylphenyl)methyl)phenol